C1([C@H](O)[C@@H](O)[C@@H](O)[C@H](O1)CO)C1(O)[C@H](NC(C)=O)[C@@H](O)[C@@H](O)[C@H](O1)CO D-galactosyl-N-acetyl-D-galactosamine